(R)-1'-(5-Amino-1-(1H-indazol-6-yl)-1H-pyrazole-4-carbonyl)-6-chloro-5-fluorospiro[benzo[d][1,3]oxazine-4,3'-piperidin]-2(1H)-one NC1=C(C=NN1C1=CC=C2C=NNC2=C1)C(=O)N1C[C@@]2(CCC1)C1=C(NC(O2)=O)C=CC(=C1F)Cl